4-methoxy-N-(5-(pyridin-2-yl)pyrazin-2-yl)benzamide COC1=CC=C(C(=O)NC2=NC=C(N=C2)C2=NC=CC=C2)C=C1